4-methyl-3,4-dihydro-1H-thieno[2,3-e][1,4]diazepine-2,5-dione CN1CC(NC2=C(C1=O)C=CS2)=O